2,4-Di-carboxyphenyldiethylphosphin oxid C(=O)(O)C1=C(C=CC(=C1)C(=O)O)P(CC)(CC)=O